(tetrahydro-2H-pyran-4-yl)methyl 4-(3-hydroxyphenyl)-7-(2-methoxyphenyl)-2-methyl-5-oxo-1,4,5,6,7,8-hexahydroquinoline-3-carboxylate OC=1C=C(C=CC1)C1C(=C(NC=2CC(CC(C12)=O)C1=C(C=CC=C1)OC)C)C(=O)OCC1CCOCC1